C(C)(C)(C)OC(=O)N1C(C2(C1)CCNCC2)C2=NC=C(C=C2)C2=CC1=C(N(C(N1C)=O)C1C(NC(CC1)=O)=O)C=C2 [5-[1-(2,6-dioxo-3-piperidinyl)-3-methyl-2-oxo-benzoimidazol-5-yl]-2-pyridinyl]-2,7-diazaspiro[3.5]nonane-2-carboxylic acid tert-butyl ester